(R)-3-methyl-4-(7-(1-(methylsulfonyl)cyclopropyl)-3-(1-(triisopropylsilyl)-1H-pyrrol-3-yl)pyrazolo[1,5-a]pyrimidin-5-yl)morpholine C[C@H]1N(CCOC1)C1=NC=2N(C(=C1)C1(CC1)S(=O)(=O)C)N=CC2C2=CN(C=C2)[Si](C(C)C)(C(C)C)C(C)C